anthracenyl-lithium C1(=CC=CC2=CC3=CC=CC=C3C=C12)[Li]